(S)-2,2-Difluoro-2'-(5-fluoropyridin-2-yl)-3'-(1H-pyrazolo[3,4-b]pyridin-4-yl)-5'H,7'H-spiro[cyclopropane-1,6'-pyrazolo[5,1-b][1,3]oxazine] FC1(C[C@@]12CN1C(OC2)=C(C(=N1)C1=NC=C(C=C1)F)C1=C2C(=NC=C1)NN=C2)F